tert-Butyl 7-((3,4-difluorobenzyl)oxy)-5-oxo-3,5-dihydro-1H-spiro[imidazo[1,2-c]pyrimidine-2,4'-piperidine]-1'-carboxylate FC=1C=C(COC=2C=C3N(C(N2)=O)CC2(CCN(CC2)C(=O)OC(C)(C)C)N3)C=CC1F